(S)-3-(2-(1-azido-12-oxo-3,6,9-trioxa-13-azahexadecan-16-yl)pyrimidin-5-yl)-9-(5,6,7,8-tetrahydro-1,8-naphthyridin-2-yl)nonanoic acid N(=[N+]=[N-])CCOCCOCCOCCC(NCCCC1=NC=C(C=N1)[C@H](CC(=O)O)CCCCCCC1=NC=2NCCCC2C=C1)=O